OC(C(=O)SCCNC(CCNC([C@@H](C(COP(OP(OC[C@@H]1[C@H]([C@H]([C@@H](O1)N1C=NC=2C(N)=NC=NC12)O)OP(=O)(O)O)(=O)O)(=O)O)(C)C)O)=O)=O)C(C(CO)O)O 2,3,4,5-tetrahydroxy-pentanoyl-CoA